FC(C=1C2=CN(N=C2C(=C(C1)C1=CC=C(C=C1)N1CCOCC1)C)C(C(=O)NC=1SC=CN1)C1=C2N(C=N1)C[C@@H](C2)F)F [4-(difluoromethyl)-7-methyl-6-(4-morpholinophenyl)indazol-2-yl]-2-[(6R)-6-fluoro-6,7-dihydro-5H-pyrrolo[1,2-c]imidazol-1-yl]-N-thiazol-2-yl-acetamide